C(C)OC(CC=1N=C(OC1)C1CCC(CC1)C(=O)OCC1=CC=CC=C1)=O benzyl 4-(4-(2-ethoxy-2-oxoethyl)oxazol-2-yl)cyclohexanecarboxylate